OC1=CC=C(C=C1)N(C(=O)C1=CN(C(=C1)C1=CC2=C(OCO2)C=C1C(=O)N1CC2=CC=CC=C2C[C@H]1CN1CCOCC1)C)C=1C=NN(C1)C N-(4-hydroxyphenyl)-1-methyl-N-(1-methyl-1H-pyrazol-4-yl)-5-(6-{[(3S)-3-(morpholin-4-ylmethyl)-3,4-dihydroisoquinolin-2(1H)-yl]carbonyl}-1,3-benzodioxol-5-yl)-1H-pyrrole-3-carboxamide